N-(2-(Diethylamino)ethyl)-3-((4-methoxyphenyl)amino)quinoxaline-2-carboxamide C(C)N(CCNC(=O)C1=NC2=CC=CC=C2N=C1NC1=CC=C(C=C1)OC)CC